3-Dimethylaminopropionic acid methyl ester sulfate S(=O)(=O)(O)O.COC(CCN(C)C)=O